N-Benzoyl-7-{5-O-[bis(4-methoxyphenyl)(phenyl)methyl]-β-D-ribofuranosyl}-5-[3-({[2-(trimethylsilyl)ethoxy]carbonyl}amino)propyl]-7H-pyrrolo[2,3-d]pyrimidin-4-amine C(C1=CC=CC=C1)(=O)NC=1C2=C(N=CN1)N(C=C2CCCNC(=O)OCC[Si](C)(C)C)[C@H]2[C@H](O)[C@H](O)[C@H](O2)COC(C2=CC=CC=C2)(C2=CC=C(C=C2)OC)C2=CC=C(C=C2)OC